The molecule is a member of acetamides and a member of phosphinic acids. It derives from a glufosinate. It is a conjugate acid of a N-acetylphosphinothricin(2-). CC(=O)NC(CCP(=O)(C)O)C(=O)O